CN1C=C(C=2C(N(C=C(C21)C)C)=O)C(=O)N2CC1(CC1C2)C2=CC1=CC=CC=C1C=C2 1,5,7-trimethyl-3-((1-(2-naphthyl)-3-azabicyclo[3.1.0]hex-3-yl)carbonyl)-1,5-dihydro-4H-pyrrolo[3,2-c]pyridin-4-one